hexaethyleneglycol di(1,1,2,2,3,3-hexafluoro-n-pentyl) ether FC(C(C(CC)(F)F)(F)F)(F)OCCOCCOCCOCCOCCOCCOC(C(C(CC)(F)F)(F)F)(F)F